3-N-(2,8-dimethylimidazo[1,2-a]pyrazin-6-yl)-4-ethoxy-2-(methylsulfinyl)pyrimidine-5-carboxamide CC=1N=C2N(C=C(N=C2C)N2C(N=CC(=C2OCC)C(=O)N)S(=O)C)C1